Methyl 5-((((1-isopropyl-1H-pyrazol-5-yl)methyl)(5-(2,4,5-trifluoro-3-hydroxyphenyl)-1,2,4-oxadiazol-3-yl)amino)methyl)picolinate C(C)(C)N1N=CC=C1CN(C1=NOC(=N1)C1=C(C(=C(C(=C1)F)F)O)F)CC=1C=CC(=NC1)C(=O)OC